FC1=CC=C2NC=C3C2=C1C1=C[C@@H](CN([C@@H]1C3)C([2H])([2H])[2H])O (6aR,9S)-1-fluoro-7-(methyl-d3)-4,6,6a,7,8,9-hexahydroindolo[4,3-fg]quinolin-9-ol